C(C)(C)(C)OC(=O)N1CC(C1)(C)[C@](C1=CC=C(C=C1)OC(F)(F)F)(C1=CC(=CC=C1)C1=NC(=NO1)C(NCC1=NC=CN=C1)=O)O 3-[(S)-Hydroxy-(3-{3-[(pyrazin-2-ylmethyl)-carbamoyl]-[1,2,4]oxadiazol-5-yl}-phenyl)-(4-trifluoromethoxy-phenyl)-methyl]-3-methyl-azetidine-1-carboxylic acid tert-butyl ester